(7H-benzo[c]carbazol-7-yl)-2-(1,3-dioxoisoindolin-2-yl)propionic acid C1=CC=CC=2C=CC=3N(C=4C=CC=CC4C3C21)C(C(=O)O)(C)N2C(C1=CC=CC=C1C2=O)=O